[F-].[F-].[F-].CN methylamine trifluoride